C(C1=CC=CC=C1)OC1=C(C(=C(C=C1)C=1C(=NN(C1)CC=1N=NN(C1)COCC[Si](C)(C)C)C)F)F 2-[[4-[[4-(4-benzyloxy-2,3-difluoro-phenyl)-3-methyl-pyrazol-1-yl]methyl]triazol-1-yl]methoxy]ethyl-trimethyl-silane